5-acetyl-6-methyl-2-(pyridin-3-yl)indolizine-7-carboxylic acid ethyl ester C(C)OC(=O)C=1C(=C(N2C=C(C=C2C1)C=1C=NC=CC1)C(C)=O)C